4-[5-(2-aminoethyl)pyrimidin-2-yl]-3-[[2-methyl-4-(trifluoromethyl)imidazol-1-yl]methyl]benzonitrile NCCC=1C=NC(=NC1)C1=C(C=C(C#N)C=C1)CN1C(=NC(=C1)C(F)(F)F)C